[Na].C(CC)OS(=O)(=O)OCCC propoxysulfone sodium